2-(trifluoromethyl)pyrrolidine-2-carboxamide tetrapotassium pyrophosphate [O-]P([O-])(=O)OP(=O)([O-])[O-].[K+].[K+].[K+].[K+].FC(C1(NCCC1)C(=O)N)(F)F